7-isopropyl-5-(trifluoromethyl)pyrrolo[2,1-f][1,2,4]triazine-6-carbonitrile C(C)(C)C1=C(C(=C2C=NC=NN21)C(F)(F)F)C#N